1-(3-bromophenyl)-3-(4-((6,7-dimethoxyquinazolin-4-yl)amino)phenyl)urea BrC=1C=C(C=CC1)NC(=O)NC1=CC=C(C=C1)NC1=NC=NC2=CC(=C(C=C12)OC)OC